2-amino(2,3-dimethoxyphenyl)benzyl alcohol NC1=C(C(C2=C(C(=CC=C2)OC)OC)O)C=CC=C1